C(#N)C=1C(=NC=C(C1)NC(=O)C=1C=NN(C1C(F)(F)F)C1=C2C=CC=NC2=CC=C1)C1=NN(C(=C1)C(=O)OC)C methyl 3-(3-cyano-5-(1-(quinolin-5-yl)-5-(trifluoromethyl)-1H-pyrazole-4-carboxamido)pyridin-2-yl)-1-methyl-1H-pyrazole-5-carboxylate